6-(4-amino-4-(2-(trifluoromethyl)phenyl)piperidin-1-yl)-3-(2,3-dichlorophenyl)-1H-pyrazolo[3,4-d]pyrimidine-4-carboxylic acid NC1(CCN(CC1)C1=NC(=C2C(=N1)NN=C2C2=C(C(=CC=C2)Cl)Cl)C(=O)O)C2=C(C=CC=C2)C(F)(F)F